ClC1=C(C(=O)C2=CNC=3N=CN=C(C32)N[C@H]3CN(CCC3)C(CCCCCN3CCN(CC3)C=3C=C2CN(C(C2=CC3)=O)[C@@H]3C(NC(CC3)=O)=O)=O)C=CC(=C1)OC1=CC=CC=C1 (S)-3-(5-(4-(6-((R)-3-((5-(2-chloro-4-phenoxybenzoyl)-7H-pyrrolo[2,3-d]pyrimidin-4-yl)amino)piperidin-1-yl)-6-oxohexyl)piperazin-1-yl)-1-oxoisoindolin-2-yl)piperidine-2,6-dione